2-(1-methylsulfonylcyclopropyl)thiazole-5-carboxylic acid CS(=O)(=O)C1(CC1)C=1SC(=CN1)C(=O)O